OC=1C=C(C(=O)NC2=C(C=NC=C2Cl)Cl)C=CC1OC 3-hydroxy-N-(3,5-dichloro-pyridin-4-yl)-4-methoxybenzamide